ClC1=C2C=CC=CC2=C(C2=CC=CC=C12)C=1C=NC=CC1 3-(10-chloroanthracen-9-yl)pyridine